(S)-N-(benzo[b]thiophen-5-ylmethyl)-4-(2-(p-tolyl)-2H-pyrazolo[3,4-d]pyrimidin-4-yl)piperazine-2-carboxamide S1C2=C(C=C1)C=C(C=C2)CNC(=O)[C@H]2NCCN(C2)C=2C=1C(N=CN2)=NN(C1)C1=CC=C(C=C1)C